BrC1=CC(=NC=C1)NC1=CC(=CC=C1)C(F)(F)F 4-bromo-N-(3-(trifluoromethyl)phenyl)pyridin-2-amine